(R,2R,2'R)-2,2'-((2,5-bis(benzyloxy)terephthaloyl)bis(azanediyl))bis(2-((R)-quinuclidin-3-yl)acetic acid) C(C1=CC=CC=C1)OC1=C(C(=O)N[C@@H](C(=O)O)[C@H]2CN3CCC2CC3)C=C(C(=C1)C(=O)N[C@@H](C(=O)O)[C@H]1CN3CCC1CC3)OCC3=CC=CC=C3